FC(C=1N=C2N(C=C(C=C2)N)C1)F 2-(difluoromethyl)imidazo[1,2-a]pyridin-6-amine